2-((4-Bromobenzyl)amino)-7,8-dihydropyrido[4,3-d]pyrimidine-6(5H)-carboxylic acid tert-butyl ester C(C)(C)(C)OC(=O)N1CC2=C(N=C(N=C2)NCC2=CC=C(C=C2)Br)CC1